COC1=CC=C(CN(C2=NC=C(C=C2C2=NC=C(C=C2)C(N(C)C)=O)C2=C3C(=NC=C2)NC(=C3)C(=O)NCC(=O)OC(C)(C)C)CC3=CC=C(C=C3)OC)C=C1 tert-butyl (4-(2'-(bis(4-methoxybenzyl)amino)-5-(dimethylcarbamoyl)-[2,3'-bipyridin]-5'-yl)-1H-pyrrolo[2,3-b]pyridine-2-carbonyl)glycinate